S1C(=NC2=C1C=CC=C2)C=2C=C(OCCCCOC1=CC3=C(C(=CC(O3)=O)C)C=C1)C=CC2 7-(4-(3-(benzo[d]thiazol-2-yl)phenoxy)butoxy)-4-methyl-2H-benzopyran-2-one